2-(hydroxyimino)propanedioic acid ON=C(C(=O)O)C(=O)O